COC(=O)C=1C=C(C=C2C=NNC12)C#CC 5-(propan-1-yn-1-yl)-1H-indazole-7-carboxylic acid methyl ester